N-(cyanomethyl)-4-(2-(4-(2-morpholinoethoxy)phenylamino)pyrimidin-4-yl)benzamide C(#N)CNC(C1=CC=C(C=C1)C1=NC(=NC=C1)NC1=CC=C(C=C1)OCCN1CCOCC1)=O